3,5-dimethyl-5-octenoic acid CC(CC(=O)O)CC(=CCC)C